N-{[(2S,4S)-4-Hydroxymethyl-pyrrolidin-2-yl]methyloxy}-7-oxo-6-(sulfooxy)-1,6-diazabicyclo[3.2.1]octane-2-carboxamide OC[C@H]1C[C@H](NC1)CONC(=O)C1N2C(N(C(CC1)C2)OS(=O)(=O)O)=O